(2-ethyl-3-methoxyphenyl)(2-methyl-3-phenyl-2,4,5,7-tetrahydro-6H-pyrazolo[3,4-c]pyridin-6-yl)methanone C(C)C1=C(C=CC=C1OC)C(=O)N1CC=2C(CC1)=C(N(N2)C)C2=CC=CC=C2